ClC=1C=C2C(=NNC2=CC1)CCCNS(=O)(=O)C1=CC=C(C=C1)OCCCN1CCNCC1 N-(3-(5-chloro-1H-indazol-3-yl)propyl)-4-(3-(piperazin-1-yl)propoxy)benzenesulfonamide